OC1C[C@@H]2[C@@H](CN(C2)C(=O)[O-])C1 |o1:3,4| rel-(3aR,5s,6aS)-5-hydroxyhexahydrocyclopenta[c]pyrrole-2(1H)-carboxylate